N-(2-((4-(2-(((1-Acetyl-1H-indazol-5-yl)methyl)((5-methoxypyridin-3-yl)methyl)amino)ethyl)phenyl)carbamoyl)-4,5-dimethoxyphenyl)-4-oxo-4H-chromene-2-carboxamide C(C)(=O)N1N=CC2=CC(=CC=C12)CN(CCC1=CC=C(C=C1)NC(=O)C1=C(C=C(C(=C1)OC)OC)NC(=O)C=1OC2=CC=CC=C2C(C1)=O)CC=1C=NC=C(C1)OC